O=C1N(CCC1)[C@H]1C(=NN(C1)C(=O)N[C@H](C)C1=NC=C(C=C1)C(F)(F)F)C1=CC=C(C=C1)C (R)-4-(2-oxopyrrolidin-1-yl)-3-(4-methylphenyl)-N-((R)-1-(5-(trifluoromethyl)pyridin-2-yl)ethyl)-4,5-dihydro-1H-pyrazol-1-carboxamide